3-((4-methoxybenzyl)(methyl)amino)-4-methylpyrrolidine-1-carboxylic acid tert-butyl ester C(C)(C)(C)OC(=O)N1CC(C(C1)C)N(C)CC1=CC=C(C=C1)OC